methyl (Z)-2-[5-(4-isopropenyltriazol-2-yl)-2-methyl-phenoxy]-3-methoxy-prop-2-enoate C(=C)(C)C1=NN(N=C1)C=1C=CC(=C(O\C(\C(=O)OC)=C/OC)C1)C